COC1CC2C(C2C1)C(=O)O 3-methoxy-bicyclo[3.1.0]Hexane-6-carboxylic acid